C1(=CC=CC=C1)CN1CC(NCC1)C(=O)N 4-(phenylmethyl)-2-piperazinecarboxamide